(4-(4-cyanophenyl)piperidine-1-carbonyl)-4-ethyl-2-methylbenzoyl-hydrazine C(#N)C1=CC=C(C=C1)C1CCN(CC1)C(=O)N(N)C(C1=C(C=C(C=C1)CC)C)=O